2-((4-(7-(((2s,5r)-5-aminotetrahydro-2H-pyran-2-yl)methyl)-2,7-diazaspiro[3.5]non-2-yl)pyrimidin-5-yl)oxy)-N-(2,2-difluoroethyl)-5-fluoro-N-isopropylbenzamide hydrochloride Cl.N[C@@H]1CC[C@H](OC1)CN1CCC2(CN(C2)C2=NC=NC=C2OC2=C(C(=O)N(C(C)C)CC(F)F)C=C(C=C2)F)CC1